N1(CCOCC1)CCOC1=CC=C(C=C1)C=1C=C(C(=NC1)N)OCC1=CC(=CC=C1)[N+](=O)[O-] 5-[4-(2-morpholin-4-yl-ethoxy)-phenyl]-3-(3-nitro-benzyloxy)-pyridin-2-ylamine